FC1=CC=CC(=N1)NC1=NC=C(C(=O)NOC)C(=C1)NC1=C(C=C(C=C1)C(F)(F)F)N(S(=O)(=O)C)C 6-((6-Fluoropyridin-2-yl)amino)-N-methoxy-4-((2-(N-methylmethylsulfonamido)-4-(trifluoromethyl)phenyl)amino)nicotinamide